methyl 2-(bromomethyl)-5-(((tert-butoxycarbonyl)(1-methylcyclobutyl)amino)methyl)-3-(trifluoromethyl)benzoate BrCC1=C(C(=O)OC)C=C(C=C1C(F)(F)F)CN(C1(CCC1)C)C(=O)OC(C)(C)C